2-[4-(2-hydroxypropan-2-yl)phenyl]-6-methyl-4-[2-(2,2,2-trifluoroethoxy)phenyl]-2,3-dihydro-1H-pyrrolo[3,4-c]pyridin-1-one OC(C)(C)C1=CC=C(C=C1)N1CC=2C(=NC(=CC2C1=O)C)C1=C(C=CC=C1)OCC(F)(F)F